2-methyl-propanediol CC(C(O)O)C